COS(=O)(=O)O methyl-sulfoalcohol